5-(2-chlorobenzyl)-3-(((3,5-difluoropyridin-2-yl)methyl)amino)-4H-benzo[e][1,2,4]thiadiazine 1,1-dioxide ClC1=C(CC2=CC=CC3=C2NC(=NS3(=O)=O)NCC3=NC=C(C=C3F)F)C=CC=C1